1-(4-(Naphthalen-2-ylmethoxy)benzyl)azetidin-3-amine C1=C(C=CC2=CC=CC=C12)COC1=CC=C(CN2CC(C2)N)C=C1